4-(dimethylamino)phenylisocyanate CN(C1=CC=C(C=C1)N=C=O)C